2,2'-bis(trifluoromethyl)biphenyl-4,4'-diamine FC(C1=C(C=CC(=C1)N)C1=C(C=C(C=C1)N)C(F)(F)F)(F)F